3-(4-fluoro-2-methoxy-phenoxy)-6-iodo-pyridazine-4-carboxylic acid methyl ester COC(=O)C1=C(N=NC(=C1)I)OC1=C(C=C(C=C1)F)OC